1H-benzo-[D]imidazole N1C=NC2=C1C=CC=C2